OCCOC=1C=C(C=C(C1)OC)NCC(=O)C1=CNC2=CC(=C(C=C12)C)OC 2-((3-(2-hydroxyethoxy)-5-methoxyphenyl)amino)-1-(6-methoxy-5-methyl-1H-indol-3-yl)ethanone